C(=C)SC=1OC2=C(N1)C=CC(=C2)OC 2-vinylthio-6-methoxybenzoxazole